NC=1C2=C(N=CN1)N(C(=C2C2=CC=C(C=C2)C2=NC(=NO2)C)C2=CC=C(C=C2)NC(C(=C)C)=O)C N-(4-(4-amino-7-methyl-5-(4-(3-methyl-1,2,4-oxadiazol-5-yl)phenyl)-7H-pyrrolo[2,3-d]pyrimidin-6-yl)phenyl)methacrylamide